C(C#CC)(=O)N1[C@@H](CCCC1)C1=NC(=C2N1C=CN=C2C(=O)OC)C2=CC=C(C=C2)OC2=C(C(=CC=C2)OC)F methyl (S)-3-(1-(but-2-ynoyl)piperidin-2-yl)-1-(4-(2-fluoro-3-methoxyphenoxy)phenyl)imidazo[1,5-a]pyrazine-8-carboxylate